(S)-N-(1-(4-hydroxyphenyl)-2-hydroxyethyl)oleamide OC1=CC=C(C=C1)[C@@H](CO)NC(CCCCCCC\C=C/CCCCCCCC)=O